C(C)N(C(=O)N[C@@H]1CN([C@@H]2CC=3C4=C(C2=C1)C(=CC=C4NC3)F)C([2H])([2H])[2H])C(C([2H])([2H])[2H])([2H])[2H] 1-ethyl-1-(ethyl-d5)-3-((6aR,9S)-1-fluoro-7-(methyl-d3)-4,6,6a,7,8,9-hexahydroindolo[4,3-fg]quinolin-9-yl)urea